C1(CCC1)OC=1C(=CC2=CN(N=C2C1)[C@]12CO[C@](CC1)(C2)C)C(=O)NC=2C(N(C=CC2)C2CC2)=O 6-Cyclobutoxy-N-(1-cyclopropyl-2-oxo-1,2-dihydropyridin-3-yl)-2-((1R,4R)-1-methyl-2-oxabicyclo[2.2.1]Hept-4-yl)-2H-indazole-5-carboxamide